S1SC(CC1)CCCCC(=O)OCCCCCCCOC(CCCC1=CC=CC=C1)=O 7-((4-phenylbutanoyl)oxy)heptyl 5-(1,2-dithiolan-3-yl)pentanoate